C(#CC)C=1N(C=CN1)C(=O)[O-] 2-propyne-1-yl-1H-imidazole-1-carboxylate